neopentyl glycol di(ethyl caproate) C(C)C(C(=O)OCC(C)(COC(C(CCCC)CC)=O)C)CCCC